(6S)-4-(4-chlorophenyl)-6-(2-methoxyethyl)-2,3,9-trimethyl-6H-thieno[3,2-f][1,2,4]triazolo[4,3-a][1,4]diazepine ClC1=CC=C(C=C1)C1=N[C@H](C=2N(C3=C1C(=C(S3)C)C)C(=NN2)C)CCOC